5-fluoro-N-((3R,4R)-3-fluoro-1-(phenylsulfonyl)piperidin-4-yl)-7-isopropylpyrrolo[2,1-f][1,2,4]triazin-2-amine FC=1C=C(N2N=C(N=CC21)N[C@H]2[C@@H](CN(CC2)S(=O)(=O)C2=CC=CC=C2)F)C(C)C